ClC1=C(N=C2N=C(N(C2=C1)COCC[Si](C)(C)C)OC1(CCC1)C)C1=CC=CC=C1 (2-{[6-chloro-2-(1-methylcyclobutoxy)-5-phenyl-1H-1,3,4-triazainden-1-yl]methoxy}ethyl)tris(methyl)silane